5-(4-((1-(4-(4-chloro-1,2-bis(4-hydroxyphenyl)but-1-en-1-yl)phenyl)piperidin-4-yl)methyl)-2,6-dimethylpiperazin-1-yl)-2-(2,6-dioxopiperidin-3-yl)isoindoline-1,3-dione ClCCC(=C(C1=CC=C(C=C1)O)C1=CC=C(C=C1)N1CCC(CC1)CN1CC(N(C(C1)C)C=1C=C2C(N(C(C2=CC1)=O)C1C(NC(CC1)=O)=O)=O)C)C1=CC=C(C=C1)O